C(C)(C)(C)N(C(O)=O)CC(=C)B1OC(C(O1)(C)C)(C)C.C(CCC)(=O)OCC(OC(CCCCCCCCCCCCCCCCC)=O)COC(CCC)=O 1,3-dibutyryl-2-stearoyl-glycerol tert-butyl-(2-(4,4,5,5-tetramethyl-1,3,2-dioxaborolan-2-yl)allyl)carbamate